Tert-butyl N-[(3-fluoro-1-bicyclo[1.1.1]pentyl)methyl]carbamate FC12CC(C1)(C2)CNC(OC(C)(C)C)=O